ClC1=C(C(=CC=C1Cl)F)[C@@]1(CN(CC1)C(=O)OC(C)(C)C)NC=1C=CC2=C(C(N(CCC2)C)=O)C1 tert-butyl (S)-3-(2,3-dichloro-6-fluorophenyl)-3-((2-methyl-1-oxo-2,3,4,5-tetrahydro-1H-benzo[c]azepin-8-yl)amino)pyrrolidine-1-carboxylate